dimethyl 1,3-propanedisulfonate C(CCS(=O)(=O)OC)S(=O)(=O)OC